CC=1C(=CC=C2CCCOC12)O 8-methylchroman-7-ol